(1-(tert-butoxycarbonyl)-3-fluoroazetidin-3-yl)methyl 4-((3-isopropyl-5-(pyridin-3-yl)pyrazolo[1,5-a]pyrimidin-7-yl)amino)piperidine-1-carboxylate C(C)(C)C=1C=NN2C1N=C(C=C2NC2CCN(CC2)C(=O)OCC2(CN(C2)C(=O)OC(C)(C)C)F)C=2C=NC=CC2